The molecule is a monocarboxylic acid anion that is the conjugate base of guanidinoacetic acid, obtained by deprotonation of the carboxy group. It is a conjugate base of a guanidinoacetic acid. C(C(=O)[O-])N=C(N)N